tert-butyl 4-(4-chloro-7,7-dimethyl-5-oxo-5,7-dihydroindolo[1,2-a]quinazolin-10-yl)-3,6-dihydropyridine-1(2H)-carboxylate ClC=1C=2C(N=C3N(C2C=CC1)C1=CC(=CC=C1C3(C)C)C=3CCN(CC3)C(=O)OC(C)(C)C)=O